FC1=C(C(=CC=C1)C)N1CCC(CC1)N1C(N(C2=C(C1)N(N=C2)COCC[Si](C)(C)C)CC2=C(C=CC=C2)C(F)(F)F)=O 6-[1-(2-Fluoro-6-methyl-phenyl)-piperidin-4-yl]-4-(2-trifluoromethyl-benzyl)-1-(2-trimethylsilanyl-ethoxymethyl)-1,4,6,7-tetrahydro-pyrazolo[4,3-d]pyrimidin-5-on